CN(C)CC1(CC1)NC(=O)C1(CCC1)C1=CC=C(C=C1)F N-(1-((dimethylamino)methyl)cyclopropyl)-1-(4-fluorophenyl)cyclobutane-1-carboxamide